FC1=CC=C(C=C1)CN1C(C(=C(C2=C1NCCN2)O)C(=O)N)=O 5-(4-fluorophenylmethyl)-8-hydroxy-6-oxo-5,6-dihydropyrido[2,3-b]piperazine-7-carboxamide